methyl ((2S,3S)-2-((2-((tert-butoxycarbonyl)amino)-3-chlorophenyl)(methyl)carbamoyl)-5-oxopyrrolidin-3-yl)methanesulfonate C(C)(C)(C)OC(=O)NC1=C(C=CC=C1Cl)N(C(=O)[C@H]1NC(C[C@@H]1CS(=O)(=O)OC)=O)C